Racemic-isopropyl 2-[2-[[4-[[5-chloro-4-[6-[(4-cyanotetrahydropyran-4-yl)methylamino]-2-pyridyl]-2-pyridyl]amino]cyclohexyl]amino]propoxy]acetate ClC=1C(=CC(=NC1)NC1CCC(CC1)N[C@@H](COCC(=O)OC(C)C)C)C1=NC(=CC=C1)NCC1(CCOCC1)C#N |r|